5-chloro-4-(cis-2-methylcyclopropyl)phenol ClC=1C(=CC=C(C1)O)[C@H]1[C@H](C1)C